CN1N=C(C2=CC(=CC=C12)OC(C)C)C1=NC=CC(=N1)N1N=CC(=C1)CCO 2-(1-{2-[1-methyl-5-(propan-2-yloxy)-1H-indazol-3-yl]pyrimidin-4-yl}-1H-pyrazol-4-yl)ethanol